C(C=C)C1N(CCC1)C1=C(C=C(C(=N1)C(=O)O)NC(=O)OC(C)(C)C)C(F)(F)F 6-(2-allylpyrrolidin-1-yl)-3-(tert-butoxycarbonylamino)-5-(trifluoromethyl)pyridine-2-carboxylic acid